N2-(2-methyl-6-(1-oxa-9-azaspiro[5.5]undecan-9-yl)pyridin-3-yl)spiro[3.3]heptane-2,6-diamine CC1=NC(=CC=C1NC1CC2(C1)CC(C2)N)N2CCC1(CCCCO1)CC2